N1=C(C=CC=C1)C1=CC=C(S1)S(=O)(=O)N 5-(2-pyridyl)thiophene-2-sulfonamide